C1(CC1)NC(N(C)C1=NC2=CC(=CC=C2N=C1)C=1C=NC(=CC1)OCCCN(C)C)=O 3-cyclopropyl-1-(7-(6-(3-(dimethylamino)propoxy)pyridin-3-yl)quinoxalin-2-yl)-1-methylurea